O1-tert-butyl O2-methyl (2S)-4-methylenepyrrolidine-1,2-dicarboxylate C=C1C[C@H](N(C1)C(=O)OC(C)(C)C)C(=O)OC